(3,4-Dimethoxyphenyl)-2-(4-methylbenzyl)-4-(trifluoromethyl)pyridazin-3(2H)-one COC=1C=C(C=CC1OC)C1=C(C(N(N=C1)CC1=CC=C(C=C1)C)=O)C(F)(F)F